FC1(CCN(CC1)C1=NC(=CC(=N1)C=1N=NN(N1)C1=C(C=C(C=C1)NS(=O)(=O)CCO)N1CCC2(CC2)CC1)C)F N-(4-(5-(2-(4,4-difluoropiperidin-1-yl)-6-methylpyrimidin-4-yl)-2H-tetrazol-2-yl)-3-(6-azaspiro[2.5]octane-6-yl)phenyl)-2-hydroxyethanesulfonamide